(5'S,7a'R)-5'-(3,5-difluoro-phenyl)-1-(2-fluoro-5-hydroxybenzoyl)tetra-hydro-3'H-spiro[piperidine-4,2'-pyrrolo[2,1-b]oxazol]-3'-one FC=1C=C(C=C(C1)F)[C@@H]1CC[C@H]2OC3(C(N21)=O)CCN(CC3)C(C3=C(C=CC(=C3)O)F)=O